di-isodecyl 4,5-epoxytetrahydrophthalate C(C1C(C(=O)OCCCCCCCC(C)C)CC2C(=C1)O2)(=O)OCCCCCCCC(C)C